4-[6-fluoro-3-(pyrimidin-5-ylmethyl)imidazo[4,5-b]pyridin-2-yl]-1,2,5-oxadiazol-3-amine FC=1C=C2C(=NC1)N(C(=N2)C=2C(=NON2)N)CC=2C=NC=NC2